F[C@H]1[C@H](C[C@@]2(CC[C@H]1N2)C)N(C=2N=CC(=NC2)C=2C=C1C=CN=CC1=CC2O)C 6-(5-(((1S,3S,4R,5R)-4-fluoro-1-methyl-8-azabicyclo[3.2.1]octan-3-yl)(methyl)amino)pyrazin-2-yl)isoquinolin-7-ol